(3S,4S)-4-{[5-(2,4-Difluoro-phenyl)-isoxazole-3-carbonyl]-amino}-1-(1-fluoro-cyclopropylmethyl)-piperidine-3-carboxylic acid (1-pyrimidin-2-yl-cyclopropyl)-amide N1=C(N=CC=C1)C1(CC1)NC(=O)[C@H]1CN(CC[C@@H]1NC(=O)C1=NOC(=C1)C1=C(C=C(C=C1)F)F)CC1(CC1)F